CN1C(C=2C=CC=C3C2C1=CC1=C(N3CC=3C=C(C(=O)O)C=CC3)N=CC=C1)=O 3-((1-methyl-2-oxo-1,2-dihydro-6H-pyrido[3',2':6,7]azepino[4,3,2-cd]isoindol-6-yl)methyl)benzoic acid